C(C)(C)(C)C=1C=C(C=C(C1O)C(C)(C)C)CCC(=O)OCCCCCCCCCCCCCCCCCC n-octadecyl β-(3,5-di-tert-butyl-4-hydroxyphenyl)propionate